C(C1=CC=CC=C1)[Ru+](Cl)Cl benzylruthenium (IV) dichloride